NC=1N=NC(=CC1C#CC1(CCC(CC1)N1CCC2(CC=3C(=C4C(N(CC4=CC3)C3C(NC(CC3)=O)=O)=O)OC2)CC1)OC)C1=C(C=CC=C1)O 3-(1-(4-((3-amino-6-(2-hydroxyphenyl)pyridazin-4-yl)ethynyl)-4-methoxycyclohexyl)-9'-oxo-7',9'-dihydro-2'H-spiro[piperidin-4,3'-pyrano[2,3-e]isoindole]-8'(4'H)-yl)piperidin-2,6-dione